(7S)-2-(((1-((6-chloropyridin-3-yl)methyl)-1H-pyrazol-4-yl)methyl)amino)-7-ethyl-4,8-dimethyl-7,8-dihydropteridin-6(5H)-one ClC1=CC=C(C=N1)CN1N=CC(=C1)CNC1=NC=2N([C@H](C(NC2C(=N1)C)=O)CC)C